(3-isopropyl-2-(1-trityl-1H-pyrazolo[3,4-b]pyridin-4-yl)-1H-indol-5-yl)carbamic acid tert-butyl ester C(C)(C)(C)OC(NC=1C=C2C(=C(NC2=CC1)C1=C2C(=NC=C1)N(N=C2)C(C2=CC=CC=C2)(C2=CC=CC=C2)C2=CC=CC=C2)C(C)C)=O